N-(1-((1R,3s)-adamantan-1-yl)ethyl)-1-(4-(4-(tert-butyl)phenyl)-2-methyl-indenyl)-1,1-dimethylsilanaminyl-titanium C12(CC3CC(CC(C1)C3)C2)C(C)N([Si](C)(C)C2C(=CC3=C(C=CC=C23)C2=CC=C(C=C2)C(C)(C)C)C)[Ti]